N-((6-((isoxazol-3-ylmethyl)thio)-1H-indol-2-yl)methyl)-1-methylcyclopropanecarboxamide O1N=C(C=C1)CSC1=CC=C2C=C(NC2=C1)CNC(=O)C1(CC1)C